FC(C1=CC(=C(N=N1)OC)C1=CC(=NC=C1C(=O)NC=1SC2=C(N1)CN(C2)C(C2=NC=CC(=C2C)C(F)(F)F)=O)C)F 4-(6-(difluoromethyl)-3-methoxypyridazin-4-yl)-6-methyl-N-(5-(3-methyl-4-(trifluoromethyl)picolinoyl)-5,6-dihydro-4H-pyrrolo[3,4-d]thiazol-2-yl)nicotinamide